C(=O)(O)COC1=C(C(=O)O)C=C(C=C1)C[C@@H](C(NCCCCC)=O)NC([C@H](CC1=CC=CC=C1)NC(CCC(=O)O)=O)=O 2-(carboxymethoxy)-5-[(2s)-2-({(2s)-2-[(3-carboxypropanoyl)amino]-3-phenylpropanoyl}amino)-3-oxo-3-(pentylamino)propyl]benzoic acid